N1,N1-dimethyl-N4-(2-(4-(m-tolyl)piperidin-1-yl)phenyl)benzene-1,4-disulfonamide CN(S(=O)(=O)C1=CC=C(C=C1)S(=O)(=O)NC1=C(C=CC=C1)N1CCC(CC1)C=1C=C(C=CC1)C)C